1-chloro-2-[2-(prop-2-yn-1-yloxy)ethoxy]Ethane ClCCOCCOCC#C